4-Chloro-N-(2,3-dihydro-1H-inden-2-yl)-6-((2-methoxyphenyl)amino)-N-methyl-pyridineamide ClC1=CC(=NC(=C1)NC1=C(C=CC=C1)OC)C(=O)N(C)C1CC2=CC=CC=C2C1